methyl 7-cyclopropyl-2-oxo-1H-quinoline-3-carboxylate C1(CC1)C1=CC=C2C=C(C(NC2=C1)=O)C(=O)OC